2-ethyl-2-n-butyl-1,3-dimethoxypropane C(C)C(COC)(COC)CCCC